COC=1C=C(CC2N(C3=CC=CC=C3C(N2)=O)C=2C=NN(C2)O)C=C(C1)OC (3,5-dimethoxybenzyl)-1-(1-hydroxy-1H-pyrazol-4-yl)-2,3-dihydroquinazolin-4(1H)-one